C(C1=CC=CC=C1)OC=1C(=CC=C2N=CC(=NC12)N[C@@H]1C[C@H](N(CC1)C(=O)OC(C)(C)C)C(=O)O)Br (2s,4s)-4-((8-(benzyloxy)-7-bromoquinoxalin-2-yl)amino)-1-(tert-butoxycarbonyl)piperidine-2-carboxylic acid